COC1=C(C=CC(=C1)[C@@H]([C@H]2CO[C@@H]([C@H]2CO)C3=CC(=C(C=C3)O)O)O)O The molecule is a lignan that consists of tetrahydrofuran substituted by a 3,4-dihydroxyphenyl group at position 2, a hydroxymethyl group at position 3 and a hydroxy(4-hydroxy-3-methoxyphenyl)methyl group at position 4. It has been isolated from Taxus yunnanensis. It has a role as a plant metabolite. It is a lignan, a polyphenol, a member of oxolanes and a member of guaiacols.